5-chloro-4-ethoxy-7-nitroquinoline ClC1=C2C(=CC=NC2=CC(=C1)[N+](=O)[O-])OCC